pregn-5-en-20-one CC([C@H]1CC[C@H]2[C@@H]3CC=C4CCCC[C@]4(C)[C@H]3CC[C@]12C)=O